[Si](C)(C)(C(C)(C)C)OCCCCOC1=NN=C(N1C)C(=C)OCC 3-(4-((tert-Butyldimethylsilyl)oxy)butoxy)-5-(1-ethoxyvinyl)-4-methyl-4H-1,2,4-triazole